C[C@H]1O[C@H](CN(C1)C1=NN(C=2C=CC=C(C12)C1=C(C=C2C=NN(C2=C1)C)F)CC(=O)NCC(=O)NCC(=O)O)C (2-(3-((2R,6S)-2,6-dimethylmorpholino)-5'-fluoro-1'-methyl-1H,1'H-[4,6'-biindazol]-1-yl)acetyl)glycylglycine